O1CC[C@@H](C2=CC=CC=C12)NC(=O)C1=C(C2=C(N=C(S2)C2CCNCC2)C(=C1)C)C (S)-N-(chroman-4-yl)-4,7-dimethyl-2-(piperidin-4-yl)benzo[d]thiazole-6-carboxamide